FC(C1=CC=CC(=N1)C(=O)NC=1C(=CC=2N(C1)C=C(N2)[C@H]2[C@@H](C2)F)OCC)F trans-6-(difluoromethyl)-N-(7-ethoxy-2-(2-fluorocyclopropyl)imidazo[1,2-a]pyridin-6-yl)picolinamide